2-(6-(((2-Chloropyridin-4-yl)oxy)methyl)pyridin-3-yl)-5-(difluoromethyl)-1,3,4-oxadiazole ClC1=NC=CC(=C1)OCC1=CC=C(C=N1)C=1OC(=NN1)C(F)F